zinc pivalate salt C(C(C)(C)C)(=O)[O-].[Zn+2].C(C(C)(C)C)(=O)[O-]